CC1(C(CC1)(C)C1=CC=CC=C1)C1=CC=CC=C1 (1,2-dimethylcyclobutane-1,2-diyl)dibenzene